13-tetradecenoic acid chloride C(CCCCCCCCCCCC=C)(=O)Cl